F[C@@H]1CN(CC1)C1=NC=CC(=C1C1=NC2=C(CN(CC2)C(C)C)N1)C1=CC=CC=C1 (S)-2-(2-(3-fluoropyrrolidin-1-yl)-4-phenylpyridin-3-yl)-5-isopropyl-4,5,6,7-tetrahydro-3H-imidazo[4,5-c]pyridine